ClC1=NC(=NC(=C1OC1=C(C=CC=C1)OC)Cl)C=1C=C(C=CC1)C 4,6-dichloro-5-(2-methoxyphenoxy)-2-(m-tolyl)pyrimidine